O1CC(C1)N1C2CC2C(CC1)CC1=CC=C(C=C1)NC(OCC1=CN=CO1)=O oxazol-5-ylmethyl (4-((2-(oxetan-3-yl)-2-azabicyclo[4.1.0]heptan-5-yl)methyl)phenyl)carbamate